ClC1=CC2=C(N=C(N(C2=O)C)[C@H]2CN(CCC2)CC2COC2)C=N1 (R)-6-chloro-3-methyl-2-(1-(oxetan-3-ylmethyl)piperidin-3-yl)pyrido[3,4-d]pyrimidin-4(3H)-one